C1(CC1)N1N=CC(=C1)[C@@H]1CN(C[C@H](O1)C)C=1N=C(C=2N=C(N(C(C2N1)=O)C)C)C1=C(C=C(C=C1)F)F 6-[(2R,6R)-2-(1-cyclopropylpyrazol-4-yl)-6-methyl-morpholin-4-yl]-8-(2,4-difluorophenyl)-2,3-dimethyl-pyrimido[5,4-d]pyrimidin-4-one